BrC1=CC=CC(=N1)NCCNN 6-bromo-N-(2-hydrazinoethyl)pyridin-2-amine